(S)-2-((6-bromo-4-quinazolinyl)amino)-N-butylpropanamide BrC=1C=C2C(=NC=NC2=CC1)N[C@H](C(=O)NCCCC)C